1-(3-(4-Phenylpiperidine-1-carbonyl)benzyl)quinazoline-2,4(1H,3H)-dione C1(=CC=CC=C1)C1CCN(CC1)C(=O)C=1C=C(CN2C(NC(C3=CC=CC=C23)=O)=O)C=CC1